(3S)-N,5-dimethyl-3-((7-methyl-2-(2-(2-propenoyl)-2,6-diazaspiro[3.4]octan-6-yl)-7H-pyrrolo[2,3-d]pyrimidin-4-yl)amino)hexanamide CNC(C[C@H](CC(C)C)NC=1C2=C(N=C(N1)N1CC3(CN(C3)C(C=C)=O)CC1)N(C=C2)C)=O